[Na].SC=1SC2=C(N1)C=CC=C2 2-mercaptobenzothiazole sodium salt